C(C=C)(=O)N1C[C@H]2N(C(C=3C=C(C(=C4C(=CN(C34)CC2)F)C2=CC=C(C=3SC(=C(C32)C#N)N)F)F)=O)CC1 4-((S)-10-Acryloyl-2,4-difluoro-14-oxo-8,8a,9,10,11,12-hexahydro-7H,14H-pyrazino[1',2':5,6][1,5]diazocino[3,2,1-hi]indol-3-yl)-2-amino-7-fluorobenzo[b]thiophene-3-carbonitrile